C(C)[C@@H]1N(C[C@H](N(C1)C(C)C1=CC=C(C=C1)OC1COCC1)CC)C=1C=2C(N(C(C1)=O)C)=CN(N2)CC#N 2-(7-((2S,5R)-2,5-diethyl-4-(1-(4-((tetrahydrofuran-3-yl)oxy)phenyl)ethyl)piperazin-1-yl)-4-methyl-5-oxo-4,5-dihydro-2H-pyrazolo[4,3-b]pyridin-2-yl)acetonitrile